acryloxyoctyliododimethylsilane C(C=C)(=O)OCCCCCCCC[Si](C)(C)I